(4'-methoxyphenyl)-4,5-diphenylimidazole COC1=CC=C(C=C1)C=1NC(=C(N1)C1=CC=CC=C1)C1=CC=CC=C1